1-[(2S,4R)-2-(1H-benzimidazol-2-yl)-4-hydroxy-pyrrolidin-1-yl]-2-(3-methoxyisoxazol-5-yl)-3-methyl-butan-1-one N1C(=NC2=C1C=CC=C2)[C@H]2N(C[C@@H](C2)O)C(C(C(C)C)C2=CC(=NO2)OC)=O